(R)-N-((R)-3-methoxy-1-oxo-1-(((R)-4-phenyl-1-(4,4,5,5-tetramethyl-1,3,2-dioxaborolan-2-yl)butyl)amino)propan-2-yl)tetrahydro-2H-pyran-2-carboxamide COC[C@H](C(N[C@@H](CCCC1=CC=CC=C1)B1OC(C(O1)(C)C)(C)C)=O)NC(=O)[C@@H]1OCCCC1